(R)-3-hydroxy-N,N-dimethyl-3-phenylpropionamide O[C@H](CC(=O)N(C)C)C1=CC=CC=C1